4-(1-(2-chlorophenyl)ethoxy)-2-fluoro-N-((R,E)-4-(methylsulfonyl)but-3-en-2-yl)benzamide ClC1=C(C=CC=C1)C(C)OC1=CC(=C(C(=O)N[C@H](C)\C=C\S(=O)(=O)C)C=C1)F